C(C)OC1=CC=C(C=N1)C1=NC(=NC=C1)C(=O)N/N=C/C=1C(=NC=C(C1)OC)F (E)-4-(6-ethoxypyridin-3-yl)-N'-((2-fluoro-5-methoxypyridin-3-yl)methylene)pyrimidine-2-carbohydrazide